C(CC=C)[Al](CCC=C)CCC=C tri(but-3-en-1-yl)aluminum